BrC=1C=C2C(=NC1)N(C(=C2C2=CC(=NC=C2)F)COC)S(=O)(=O)C2=CC=C(C)C=C2 5-bromo-3-(2-fluoropyridin-4-yl)-2-(methoxymethyl)-1-tosyl-1H-pyrrolo[2,3-b]pyridine